C(#N)C1(CC12CC2)C=2C=C1C=C(N=CC1=CC2)NC(=O)C2CCN(CC2)C(C(F)(F)F)=O N-(6-(1-cyanospiro[2.2]pentan-1-yl)isoquinolin-3-yl)-1-(2,2,2-trifluoroacetyl)piperidine-4-carboxamide